OCC(=O)N1CCC(CC1)C(=O)NC 1-(hydroxyacetyl)-N-methylpiperidine-4-carboxamide